P(=O)(OCC1=C(C=C(C=C1)NC(CCCN)=O)C#CCN)(O)O 4-(4-aminobutanamido)-2-(3-aminoprop-1-yn-1-yl)benzyl dihydrogen phosphate